NC1=C(C=CC(=C1)Cl)C1=C(C=NC(=C1)Cl)N(C(OC(C)(C)C)=O)CC tertbutyl (4-(2-amino-4-chlorophenyl)-6-chloropyridin-3-yl)(ethyl)carbamate